C(C)(C)(C)OC(=O)N[C@H](C(=O)O)CC1=CC=C(C=C1)C(N)=O (S)-2-((tert-Butoxycarbonyl)amino)-3-(4-carbamoylphenyl)propanoic acid